3-[(1-methyl-1H-imidazol-2-yl)thio]-2-propenoic acid CN1C(=NC=C1)SC=CC(=O)O